C(CCCCCCC)C(CCCCCCCC)OC(CCCCCCOC(=O)[C@H]1N(CC(C1)O)CCCCCC(OCCCCCCCCCCC)=O)=O (2S)-4-hydroxy-1-(6-oxo-6-undecyloxy-hexyl)pyrrolidine-2-carboxylic acid [7-(1-octylnonyloxy)-7-oxo-heptyl] ester